ClC(CC(CCCCCCC(CC(=O)OC(COC(CCCCCCCCCCCCCCC)=O)COC(CCCCCCCCCCCCCCC)=O)C)C)=O.C(C1=CC=CC=C1)(=O)C1=C(C=CC=C1)[S+](C1=CC=CC=C1)C1=CC=CC=C1 (benzoylphenyl)diphenyl-sulfonium [2-(12-chloro-3,10-dimethyl-12-oxo-dodecanoyl)oxy-3-hexadecanoyloxy-propyl]hexadecanoate